BrC1=CC=C(C=C1)C=1NC2=CC=C(C=C2C1C(=O)NN)F 2-(4-bromophenyl)-5-fluoro-1H-indole-3-carbohydrazide